sodium heptadecanate C(CCCCCCCCCCCCCCCC)(=O)[O-].[Na+]